3-(1,3-dimethylbutylidene)aminopropylmethyldiethoxysilane CC(CC(C)C)=NCCC[Si](OCC)(OCC)C